5-(3,3-Difluoropyrrolidin-1-yl)-N-[2-(3-methylpyridin-2-yl)-[1,3]thiazolo[5,4-c]pyridin-6-yl]-6-(pyrrolidin-1-yl)pyridin-2-amine FC1(CN(CC1)C=1C=CC(=NC1N1CCCC1)NC1=CC2=C(C=N1)SC(=N2)C2=NC=CC=C2C)F